C1(=CC=CC=C1)NC=1C(=CC=CC1)NC1=NC(=CC=C1)OC1=CC=2N(C3=CC=CC=C3C2C=C1)C1=CC=CC=C1 N1-phenyl-N2-(6-((9-phenyl-9H-carbazol-2-yl)oxy)pyridin-2-yl)benzene-1,2-diamine